6-((6-cyanopyridazin-3-yl)amino)-4-((3-(5-fluoropyrimidin-2-yl)-2-methoxyphenyl)amino)-N-(methyl-d3)pyridazine-3-carboxamide C(#N)C1=CC=C(N=N1)NC1=CC(=C(N=N1)C(=O)NC([2H])([2H])[2H])NC1=C(C(=CC=C1)C1=NC=C(C=N1)F)OC